Rac-(2S,3S)-2-[(2,3'-difluoro[1,1'-biphenyl]-3-yl)methyl]-4,4-difluoro-3-[(trifluoromethanesulfonyl)oxy]pyrrolidine-1-carboxylic acid tert-butyl ester C(C)(C)(C)OC(=O)N1[C@H]([C@@H](C(C1)(F)F)OS(=O)(=O)C(F)(F)F)CC=1C(=C(C=CC1)C1=CC(=CC=C1)F)F |r|